8-bromo-1-methylisochromane BrC=1C=CC=C2CCOC(C12)C